NC=1C=C(OC[C@@]2([C@@H](C2)C(=O)OC)F)C=C(C1)OC trans-methyl 2-((3-amino-5-methoxyphenoxy)methyl)-2-fluorocyclopropanecarboxylate